di-tert-butyl-benzene C(C)(C)(C)C1=C(C=CC=C1)C(C)(C)C